Para-Nitrophenol [N+](=O)([O-])C1=CC=C(C=C1)O